((2-((2-hydroxyethyl)(8-(nonyloxy)-8-oxooctyl)amino)ethyl)azanediyl)bis(hexane-6,1-diyl) bis(4,4-bis(((Z)-oct-5-en-1-yl)oxy)butanoate) C(CCC\C=C/CC)OC(CCC(=O)OCCCCCCN(CCCCCCOC(CCC(OCCCC\C=C/CC)OCCCC\C=C/CC)=O)CCN(CCCCCCCC(=O)OCCCCCCCCC)CCO)OCCCC\C=C/CC